8-bromo-5-(((5-fluoro-2,3-dihydrobenzofuran-4-yl)methyl-d2)amino)imidazo[1,2-c]pyrimidine-2-carbonitrile BrC=1C=2N(C(=NC1)NC([2H])([2H])C1=C(C=CC3=C1CCO3)F)C=C(N2)C#N